(R,E)-N-(cyclobutylmethylene)-2-methylpropane-2-sulfinamide C1(CCC1)\C=N\[S@](=O)C(C)(C)C